[Si](C)(C)(C(C)(C)C)OCCN1N=C(C=C1C=O)OC(C)C 2-[2-[tert-butyl(dimethyl)silyl]oxyethyl]-5-isopropoxy-pyrazole-3-carbaldehyde